ClC1=C(C=CC=C1Cl)SC=1C=2N(C=NC1)C=NN2 8-((2,3-dichlorophenyl)thio)-[1,2,4]triazolo[4,3-c]pyrimidin